C1(=CC=CC2=CC=CC=C12)P(C1=CC=CC2=CC=CC=C12)C1=CC=CC2=CC=CC=C12 tris(naphthalen-1-yl)phosphane